potassium tartrate calcium tartrate C(=O)([O-])C(O)C(O)C(=O)[O-].[Ca+2].C(=O)([O-])C(O)C(O)C(=O)O.[K+]